NC1=CC2=CN(N=C2C=C1C(C)(C)O)C1CCC(CC1)N1[C@H](CN(CC1)C(=O)OC(C)(C)C)C tert-butyl (S)-4-((1r,4S)-4-(5-amino-6-(2-hydroxypropan-2-yl)-2H-indazol-2-yl)cyclohexyl)-3-methylpiperazine-1-carboxylate